allylphosphorus bromide C(C=C)P(Br)Br